6-chloro-7-(8-fluoronaphthyl)-8-fluoro-4-(N-Boc-3,8-diazabicyclo[3.2.1]oct-3-yl)-2-(((S)-1-methylpyrrolidin-2-yl)methoxy)quinazoline ClC=1C=C2C(=NC(=NC2=C(C1C1=CC=CC2=CC=CC(=C12)F)F)OC[C@H]1N(CCC1)C)N1CC2CCC(C1)N2C(=O)OC(C)(C)C